COC1=CC=C(C=C1)C(=O)C1C(NN2C(S1)=NN=C2C)C2=CC=C(C=C2)OC (4-methoxyphenyl)(3-methyl-6-(4-methoxyphenyl)-6,7-dihydro-5H-[1,2,4]triazolo[3,4-b][1,3,4]thiadiazin-7-yl)methanone